(2-((3-methoxyazetidin-1-yl)methyl)phenyl)boronic acid COC1CN(C1)CC1=C(C=CC=C1)B(O)O